O1CC2(CC1)CCN1N=C(N=C12)C(=O)O spiro[5,6-dihydropyrrolo[1,2-b][1,2,4]triazole-7,3'-tetrahydrofuran]-2-carboxylic acid